N-benzyl-N-(2-isobutyryl-4-methoxyphenyl)propiolamide C(C1=CC=CC=C1)N(C(C#C)=O)C1=C(C=C(C=C1)OC)C(C(C)C)=O